1-(2,6-diisopropylphenyl)-1H-imidazole C(C)(C)C1=C(C(=CC=C1)C(C)C)N1C=NC=C1